N1C(=NC2=C1C=CC=C2)C2=CC(=NN2C)NC(=O)C=2C=NC(=CC2)N2C[C@H](N([C@H](C2)C)CCO)C N-[5-(1H-benzimidazol-2-yl)-1-methyl-pyrazol-3-yl]-6-[(3R,5S)-4-(2-hydroxy-ethyl)-3,5-dimethyl-piperazin-1-yl]pyridine-3-carboxamide